1-[3-[6-[6-(7-azaspiro[3.5]nonan-2-yloxy)-3-pyridyl]-7-(difluoromethyl)-3,4-dihydro-2H-quinolin-1-yl]-1-tetrahydropyran-4-yl-6,7-dihydro-4H-pyrazolo[4,3-c]pyridin-5-yl]ethanone C1C(CC12CCNCC2)OC2=CC=C(C=N2)C=2C=C1CCCN(C1=CC2C(F)F)C2=NN(C1=C2CN(CC1)C(C)=O)C1CCOCC1